Propylmethyldiethoxysilane C(CC)[Si](OCC)(OCC)C